N'-trishydroxyethyl-urea OC(CNC(N)=O)(O)O